O1C(NC2=C1C=CC(=C2)NC2=NC(=NC=C2C)NC=2C=CC1=C(CCC(CC1)N1CCCC1)C2)=O N4-(benzo[d]oxazol-2(3H)-on-5-yl)-N2-(7-(pyrrolidin-1-yl)-6,7,8,9-tetrahydro-5H-benzo[7]annulen-2-yl)-5-methylpyrimidine-2,4-diamine